3-hydroxy-2-(1-oxo-2-azaspiro[3.5]nonan-2-yl)propionic acid OCC(C(=O)O)N1C(C2(C1)CCCCC2)=O